2-chloro-6-(4-chlorophenoxy)-3-nitropyridine ClC1=NC(=CC=C1[N+](=O)[O-])OC1=CC=C(C=C1)Cl